[Si](C)(C)(C(C)(C)C)OC[C@@H](C(=O)OC)NC(=O)OC1CCN(CC1)C(=O)OCCCC butyl (s)-4-(((3-((tert-butyl dimethyl silyl)oxy)-1-methoxy-1-oxopropan-2-yl)carbamoyl)oxy)piperidine-1-carboxylate